CN1N=CC=C1[C@H]1CNCCO1 (R)-2-(1-methyl-1H-pyrazol-5-yl)morpholine